(rac)-6-Chloro-N-(1-isopropylpiperidin-3-yl)pyridazin-3-amine ClC1=CC=C(N=N1)N[C@H]1CN(CCC1)C(C)C |r|